C(C)NC(=O)N1[C@H]([C@H](CCC1)C1=CC=NN1C)CO[C@@H]1CC[C@@H](CC1)C1=CC=CC=C1 (CIS)-N-ethyl-3-(1-methyl-1H-pyrazol-5-yl)-2-((((CIS)-4-phenylcyclohexyl)-oxy)methyl)-piperidine-1-carboxamide